copper Chromate Borate B([O-])([O-])O.[Cr](=O)(=O)(O)O.[Cu+2]